(3Z)-6-(hexoxymethoxy)-3-hexenyl-magnesium bromide C(CCCCC)OCOCC\C=C/CC[Mg]Br